NC1=CC=C(C=C1)C1=CC(=CC(=C1)C1=CC=C(C=C1)N)C1=CC=C(C=C1)N 2,4,6-tri(4-aminophenyl)benzene